(1S-cis)-4-(3,4-dichlorophenyl)-1,2,3,4-tetrahydro-N-methyl-1-naphthyridineamine ClC=1C=C(C=CC1Cl)C1CCN(C2=NC=CC=C12)NC